C1(CC1)C1=NC2=CC=CC=C2C(=C1/C=C/[C@@H](C[C@H](CC(=O)O)O)O)C1=CC=C(C=C1)F (3R,5R,6E)-7-[2-cyclopropyl-4-(4-fluorophenyl)quinolin-3-yl]-3,5-dihydroxy-6-heptenoic acid